FC(C1=CC=CC(=N1)NC(=O)C=1C(=NC=2N(C1)C=C(N2)C21COC(CC2)(C1)C)OC(C)C)F N-(6-(difluoromethyl)pyridin-2-yl)-7-isopropoxy-2-(1-methyl-2-oxabicyclo[2.2.1]hept-4-yl)imidazo[1,2-a]pyrimidine-6-carboxamide